amino-N-(5-cyclopropyl-2-morpholinooxazolo[4,5-b]pyridin-6-yl)-[2,3'-bipyridine]-6-carboxamide hydrochloride Cl.NC=1C(=NC(=CC1)C(=O)NC=1C=C2C(=NC1C1CC1)N=C(O2)N2CCOCC2)C=2C=NC=CC2